4-((2S,5R)-2,5-Diethyl-4-(1-(4-(trifluoromethyl)phenyl)butyl)piperazin-1-yl)-1-methyl-2-oxo-1,2-dihydropyrido[3,2-d]pyrimidine-6-carbonitrile C(C)[C@@H]1N(C[C@H](N(C1)C(CCC)C1=CC=C(C=C1)C(F)(F)F)CC)C=1C2=C(N(C(N1)=O)C)C=CC(=N2)C#N